NC1C2COCC1CN(C2)C(=O)OC(C)(C)C tert-butyl 9-amino-3-oxa-7-azabicyclo[3.3.1]nonane-7-carboxylate